2-(2-(((2R,3R,4S,5R,6R)-3,4,5-triacetoxy-6-(acetoxymethyl)tetrahydro-2H-pyran-2-yl)oxy)ethoxy)acetic acid C(C)(=O)O[C@H]1[C@@H](O[C@@H]([C@H]([C@@H]1OC(C)=O)OC(C)=O)COC(C)=O)OCCOCC(=O)O